FC1=NC=CC2=C1C(=NN2)C2CN(C2)C(=O)OC(C)(C)C tert-butyl 3-(4-fluoro-1H-pyrazolo[4,3-c]pyridin-3-yl)azetidine-1-carboxylate